BrC1=CC2=C(C(CN(CC2)S(=O)(=O)C2=CC=C(C)C=C2)=O)C=C1 7-bromo-3-tosyl-2,3,4,5-tetrahydro-1H-benzo[d]azepin-1-one